tert-butyl 3-(4-(1-methoxy-2-methyl-1-oxopropan-2-yl) phenyl)-2,2-dimethylpropionate COC(C(C)(C)C1=CC=C(C=C1)CC(C(=O)OC(C)(C)C)(C)C)=O